(3S)-3-({N-[(4-methoxy-1H-indol-2-yl) carbonyl]-L-leucyl}amino)-2-oxo-4-[(3S)-2-oxopyrrolidin-3-yl]butyl (3R)-1-methylpyrrolidine-3-carboxylate CN1C[C@@H](CC1)C(=O)OCC([C@H](C[C@H]1C(NCC1)=O)NC([C@@H](NC(=O)C=1NC2=CC=CC(=C2C1)OC)CC(C)C)=O)=O